CC1(C(N(C(N1CCO)=O)CCO)=O)C dimethylhydantoin-N,N'-diethanol